Cl.CC1=NC(=CC(=C1)C=1C=C(C=CC1)C=1N=C(SC1)NC(=O)C1NCC1)C N-(4-(3-(2,6-dimethylpyridin-4-yl)phenyl)thiazol-2-yl)azetidine-2-carboxamide hydrochloride